B(F)(F)F.C(C)OC[K] (ethoxymethyl)potassium trifluoroborate